C(C1=CC=CC=C1)(=O)O[C@@H]1[C@H](O[C@H]([C@@H]1OC(C1=CC=CC=C1)=O)N1C(NC=CC1)=O)COC(C1=CC=CC=C1)=O (2R,3R,4R,5R)-2-((benzoyloxy)methyl)-5-(2-oxo-3,6-dihydropyrimidin-1(2H)-yl)tetrahydrofuran-3,4-diyl dibenzoate